COC1=CC=C(C=C1)C=1C2=C(OCC1)C=CC1=CC(=C(C=C12)C(=O)OCCC)O 4-methoxyphenyl-8-hydroxy-9-propoxycarbonyl-3H-naphtho[2,1-b]pyran